4-(3-((diethylamino)methyl)imidazo[1,2-a]pyridin-2-yl)benzonitrile C(C)N(CC)CC1=C(N=C2N1C=CC=C2)C2=CC=C(C#N)C=C2